[Gd].OCCC(=O)O.OCCC(=O)O bis(3-hydroxypropionic acid) gadolinium